2,2-dimethyl-3-(5-(pyrrolidin-1-yl)-2-(1-(tetrahydro-2H-pyran-2-yl)-1H-pyrazol-5-yl)thieno[3,2-b]pyridin-7-ylamino)-1-propanol CC(CO)(CNC1=C2C(=NC(=C1)N1CCCC1)C=C(S2)C2=CC=NN2C2OCCCC2)C